CN(S(=O)(=O)CCC=1N=NN(C1)[C@H](C(=O)N1[C@@H](C[C@H](C1)O)C(=O)NC)C(C)(C)C)C (2S,4R)-1-[(2S)-2-[4-[2-(dimethylsulfamoyl)ethyl]triazol-1-yl]-3,3-dimethyl-butanoyl]-4-hydroxy-N-methyl-pyrrolidine-2-carboxamide